1-(3,5-difluorophenyl) methanesulfonate CS(=O)(=O)OC1=CC(=CC(=C1)F)F